2-ethylhexyl iminodipropionate disodium salt [Na+].[Na+].N(CCC(=O)[O-])CCC(=O)OCC(CCCC)CC.C(C)C(COC(CCNCCC(=O)[O-])=O)CCCC